(3-((Dimethylamino)methyl)-4-hydroxy-1-(4-methoxyphenethyl)piperidin-4-yl)benzamide CN(C)CC1CN(CCC1(O)C1=C(C(=O)N)C=CC=C1)CCC1=CC=C(C=C1)OC